FC=1C=C(C=CC1)C=1N=C(SC1)N1N=C(C=C1O)C [4-(3-fluorophenyl)thiazol-2-yl]-3-methyl-1H-pyrazol-5-ol